N-(4-acetamidophenyl)-2-amino-5-(1-methyl-1H-pyrazol-4-yl)nicotinamide C(C)(=O)NC1=CC=C(C=C1)NC(C1=C(N=CC(=C1)C=1C=NN(C1)C)N)=O